3,3-difluoro-4-hydroxy-1-pyrrolidinecarboxylic acid 1,1-dimethylethyl ester CC(C)(C)OC(=O)N1CC(C(C1)O)(F)F